(S)-3-(1-[1,3]oxazolo[5,4-b]pyridin-2-ylpyrrolidin-3-yl)-3-[4-(7H-pyrrolo[2,3-d]pyrimidin-4-yl)-1H-pyrazol-1-yl]propanenitrile N1=C(OC2=NC=CC=C21)N2CC(CC2)[C@H](CC#N)N2N=CC(=C2)C=2C1=C(N=CN2)NC=C1